ONS(=O)(=O)C=1C=NOC1C N-hydroxy-5-methyl-1,2-oxazole-4-sulfonamide